ClC=1C=C2C(C3(C=NC4=C(O3)C=CC3=CC=CC=C34)N(C2=CC1)CCO)(C)C 2-(5-chloro-3,3-dimethyl-spiro[indoline-2,3'-naphtho[2,1-b][1,4]oxazin]-1-yl)ethanol